C(C)OCCOCCOC1=CC=C(C=C1)CCC[C@@H](C(=O)O)N1CCN(CCN(CCN(CC1)CC(=O)O)CC(=O)O)CC(=O)O (2S)-5-{4-[2-(2-ethoxyethoxy)ethoxy]phenyl}-2-[4,7,10-tris(carboxymethyl)-1,4,7,10-tetraazacyclododec-1-yl]pentanoic acid